N-(5-cyano-2-fluorophenyl)-3-nitro-4-(piperidin-1-yl)benzamide C(#N)C=1C=CC(=C(C1)NC(C1=CC(=C(C=C1)N1CCCCC1)[N+](=O)[O-])=O)F